C12(CC(C(CC1)C2)CO)CO 3-norbornandimethanol